(2S)-4-(5-(3-((7-bromo-2-((S)-3-carboxybutanoyl)-6-methoxy-3,4-dimethylisoindolin-5-yl)oxy)propoxy)-6-methoxyisoindolin-2-yl)-2-methyl-4-oxobutanoic acid BrC=1C(=C(C(=C2C(N(CC12)C(C[C@H](C)C(=O)O)=O)C)C)OCCCOC=1C=C2CN(CC2=CC1OC)C(C[C@@H](C(=O)O)C)=O)OC